(1s,3r)-3-acetamido-N-(5-chloro-4-(5,5-dimethyl-5,6-dihydro-4H-pyrrolo[1,2-b]pyrazol-3-yl)pyridin-2-yl)cyclopentanecarboxamide C(C)(=O)N[C@H]1C[C@H](CC1)C(=O)NC1=NC=C(C(=C1)C1=C2N(N=C1)CC(C2)(C)C)Cl